ClC=1C=C2C(=NC1OC)C(=C(N2)C=2NC(=NN2)C(C)=O)C=2C=NNC2 1-(5-(6-chloro-5-methoxy-3-(1H-pyrazol-4-yl)-1H-pyrrolo[3,2-b]pyridin-2-yl)-4H-1,2,4-triazol-3-yl)ethan-1-one